ClC1=C(C=CC(=C1)NCC=1SC(=CC1)Cl)[NH-] {2-chloro-4-[(5-chloro-thiophen-2-ylmethyl)-amino]-phenyl}-amide